methyl (E)-[2-methyl-4-[3-(2-methylbenzo[b]furan-5-yl)-3-[4-[3-(pyrrolidin-1-yl)propynyl]phenyl]allyloxy]phenoxy]acetate CC1=C(OCC(=O)OC)C=CC(=C1)OC\C=C(/C1=CC=C(C=C1)C#CCN1CCCC1)\C1=CC2=C(OC(=C2)C)C=C1